2-chloro-6-[(2-methoxyphenyl)amino]pyrimidine-4-carbonitrile ClC1=NC(=CC(=N1)C#N)NC1=C(C=CC=C1)OC